N-(4-(benzyloxy)-3-(1H-tetrazol-1-yl)phenyl)-1H-imidazole-5-carboxamide C(C1=CC=CC=C1)OC1=C(C=C(C=C1)NC(=O)C1=CN=CN1)N1N=NN=C1